3-(4-Bicyclo[1.1.1]pent-1-yl-benzoyl)-3-methyl-azetidine-1-carboxylic acid C12(CC(C1)C2)C2=CC=C(C(=O)C1(CN(C1)C(=O)O)C)C=C2